1-[4-(4-amino-5-{3-methoxy-4-[(6-methylpyridin-2-yl)oxy]phenyl}-7-methyl-7H-pyrrolo[2,3-d]pyrimidin-6-yl)piperidin-1-yl]prop-2-en-1-one NC=1C2=C(N=CN1)N(C(=C2C2=CC(=C(C=C2)OC2=NC(=CC=C2)C)OC)C2CCN(CC2)C(C=C)=O)C